icosyl-(eicosyl)carboxylic acid C(CCCCCCCCCCCCCCCCCCC)OC(=O)CCCCCCCCCCCCCCCCCCCC